2-((1r,4r)-4-(4-(7-(4-((R)-2,6-dioxopiperidin-3-yl)-3,5-difluorophenyl)-7-azaspiro[3.5]nonan-2-yl)piperazin-1-yl)cyclohexyl)-6-(2-hydroxypropan-2-yl)-2H-indazol O=C1NC(CC[C@@H]1C1=C(C=C(C=C1F)N1CCC2(CC(C2)N2CCN(CC2)C2CCC(CC2)N2N=C3C=C(C=CC3=C2)C(C)(C)O)CC1)F)=O